ClC=1C=C(C=C(C1OC)C)NC1=NC=C(C(=N1)NN1C(OC2=C1C=CC=C2)=O)C (2-(3-chloro-4-methoxy-5-methylphenylamino)-5-methylpyrimidin-4-ylamino)benzo[d]oxazol-2(3H)-one